C(CCC)[C@H]1CN(C2=C(S([C@H]1F)(=O)=O)C=C(C(=C2)SC)O/C=C/C(=O)O)C2=CC=CC=C2 rac-(E)-3-(((2R,3S)-3-butyl-2-fluoro-7-(methylthio)-1,1-dioxido-5-phenyl-2,3,4,5-tetrahydrobenzo[b][1,4]thiazepin-8-yl)oxy)acrylic acid